2,5-dimethyl-2,5-bis(t-butyl-peroxy)hexane methyl-(R)-2-(trityloxy)propanoate COC([C@@H](C)OC(C1=CC=CC=C1)(C1=CC=CC=C1)C1=CC=CC=C1)=O.CC(C)(CCC(C)(OOC(C)(C)C)C)OOC(C)(C)C